C(C)(=O)O[C@@H]1[C@H]([C@H]2O[C@H](OC[C@H]2O[C@H]1C(=O)OC)C1=CC=CC=C1)N=[N+]=[N-] methyl (2S,4aR,6R,7R,8S,8aR)-7-acetoxy-8-azido-2-phenylhexahydropyrano[3,2-d][1,3]dioxine-6-carboxylate